2,5-difluoro-N-[(1S)-2,2,2-trifluoro-1-methylethyl]benzamide FC1=C(C(=O)N[C@H](C(F)(F)F)C)C=C(C=C1)F